(Z)-Methyl 3-(((4-((3-(dimethylamino)propoxy)carbamoyl)phenyl)amino)(phenyl)methylene)-2-oxoindoline-6-carboxylate CN(CCCONC(=O)C1=CC=C(C=C1)N\C(=C\1/C(NC2=CC(=CC=C12)C(=O)OC)=O)\C1=CC=CC=C1)C